spiro[adamantane-2,4'-piperidin] N1CCC2(CC1)C1CC3CC(CC2C3)C1